tert-butyl N-cyclopent-3-en-1-yl-N-methyl-carbamate C1(CC=CC1)N(C(OC(C)(C)C)=O)C